ClC1=CC=C(C(=N1)C(=O)OC)N[C@H](C)C=1C=C(C=C2C(N(C(=NC12)C1(CCC1)F)C)=O)C methyl (R)-6-chloro-3-((1-(2-(1-fluorocyclobutyl)-3,6-dimethyl-4-oxo-3,4-dihydroquinazolin-8-yl)ethyl)amino)picolinate